4-bromo-N-(phenylsulfonyl)benzamide BrC1=CC=C(C(=O)NS(=O)(=O)C2=CC=CC=C2)C=C1